C(C)OC(CCOCCOCCC(=O)O)=O 3-[2-(3-ethoxy-3-oxopropoxy)ethoxy]propionic acid